3-((6-oxo-1-((6-oxo-1,6-dihydropyridazin-3-yl)methyl)-4-(trifluoromethyl)-1,6-dihydropyrimidin-5-yl)oxy)-5-(trifluoromethyl)benzonitrile O=C1C(=C(N=CN1CC1=NNC(C=C1)=O)C(F)(F)F)OC=1C=C(C#N)C=C(C1)C(F)(F)F